(6-methoxy-1H-pyrazolo[4,3-b]pyridin-5-yl)-2,3-dihydro-1H-indene-1-carbonitrile COC=1C=C2C(=NC1C1(CCC3=CC=CC=C13)C#N)C=NN2